C1OCC=2C=NC(=CC21)NC2=CC(=C1C(=N2)NN(C1=O)C)NC1=C(C=CC=C1)N(S(=O)(=O)C)C N-(2-((6-((1,3-dihydrofuro[3,4-c]pyridin-6-yl)amino)-2-methyl-3-oxo-2,3-dihydro-1H-pyrazolo[3,4-b]pyridin-4-yl)amino)phenyl)-N-methylmethanesulfonamide